C(CC(=O)[O-])(=O)OCC1=CC(=C(C(=C1)C(C)(C)C)O)C(C)(C)C 3,5-di-tert-butyl-4-hydroxybenzyl malonate